Cl[Ti](OC1=CC=CC=C1)(OC1=CC=CC=C1)Cl dichlorodiphenoxytitanium